trimethylene maleate C1(\C=C/C(=O)OCCCO1)=O